CC=1C=C(C=CC1OC1=C2C(=NC=C1)NC=C2)N2C(N(CC2=O)C2=CC(=CC=C2)C(F)(F)F)=O 3-[3-methyl-4-(1H-pyrrolo[2,3-b]pyridin-4-yloxy)phenyl]-1-[3-(trifluoromethyl)phenyl]-2,4-imidazolidinedione